Trans-racemic-tert-butyl 4-{[7-(ethylcarbamoyl)-5-{[2-(trimethylsilyl)ethoxy]methyl}-5H-pyrrolo[2,3-b]pyrazin-2-yl]amino}-3-methylpiperidine-1-carboxylate C(C)NC(=O)C1=CN(C2=NC=C(N=C21)N[C@H]2[C@@H](CN(CC2)C(=O)OC(C)(C)C)C)COCC[Si](C)(C)C |r|